ClC1=CC(=C(C(=O)NC(NC2=CC=CC=3N2C=CN3)=O)C=C1)F 4-chloro-2-fluoro-N-(imidazo[1,2-a]pyridin-5-ylcarbamoyl)benzamide